N-cyano-N'-ethylguanidine C(#N)NC(=N)NCC